9,10-dihydro-9-oxa-10-phosphaphenanthrene-butanedioic acid C1(=CC=CC=2C3=CC=CC=C3OPC12)C(CC(=O)O)C(=O)O